C1(CC1)CN(C1=C(C(=O)NC=2SC=C(N2)CC)C=C(C=C1)S(=O)(=O)N1CCOCC1)C 2-((cyclopropylmethyl)(methyl)amino)-N-(4-ethylthiazol-2-yl)-5-(morpholinosulfonyl)benzamide